3-[(2-bromo-3-methoxy-4-pyridinyl)methyl]-7-hydroxy-4-methyl-chromen-2-one BrC1=NC=CC(=C1OC)CC=1C(OC2=CC(=CC=C2C1C)O)=O